C(C1=CC=CC=C1)N1C(COCC1)(C)CN1N=C(C2=CC=CC=C12)C1=C2C(=NC=C1)N(C(C2(C)C)=O)C2OCCCC2 4-[1-[(4-benzyl-3-methyl-morpholin-3-yl)methyl]indazol-3-yl]-3,3-dimethyl-1-tetrahydropyran-2-yl-pyrrolo[2,3-b]pyridin-2-one